6-(4-chlorophenyl)-2-(1-methyl-1H-pyrazol-4-yl)-3-oxo-2,3-dihydropyridazine-4-carboxylic acid methyl ester COC(=O)C=1C(N(N=C(C1)C1=CC=C(C=C1)Cl)C=1C=NN(C1)C)=O